C(CCC)C1=C(C(=O)O)C=CC(=C1)O.OC1=CC=C(C(=O)OCCCC)C=C1 butyl para-hydroxybenzoate (butyl p-hydroxybenzoate)